3-(4-methoxycyclohex-1-en-1-yl)-1-methyl-N-(7-methyl-[1,2,4]triazolo[1,5-a]pyridin-6-yl)-1H-pyrazolo[4,3-d]pyrimidin-5-amine COC1CC=C(CC1)C1=NN(C2=C1N=C(N=C2)NC=2C(=CC=1N(C2)N=CN1)C)C